1-(3-(2,3-dichlorophenyl)-5-(hydroxycarbamoyl)-1-(4-methoxybenzyl)-1H-pyrazolo[3,4-b]Pyrazin-6-yl)-4-methylpiperidin-4-ylcarbamic acid tert-butyl ester C(C)(C)(C)OC(NC1(CCN(CC1)C1=C(N=C2C(=N1)N(N=C2C2=C(C(=CC=C2)Cl)Cl)CC2=CC=C(C=C2)OC)C(NO)=O)C)=O